(3R)-3-(4-chlorophenyl)-2-[(5-chloropyrimidin-2-yl)methyl]-4-fluoro-6-[1-(4-fluoropiperidin-4-yl)-1-hydroxypropyl]-3-[(2R)-2-hydroxypropoxy]-2,3-dihydro-1H-isoindol-1-one ClC1=CC=C(C=C1)[C@@]1(N(C(C2=CC(=CC(=C12)F)C(CC)(O)C1(CCNCC1)F)=O)CC1=NC=C(C=N1)Cl)OC[C@@H](C)O